C(C)(C)(C)C=1C=C(C=C(C1O)C(C)(C)C)CCC(=O)OC1CC(N(C(C1)(C)C)CCOC(CCC1=CC(=C(C(=C1)C(C)(C)C)O)C(C)(C)C)=O)(C)C 4-(3-(3,5-di-t-butyl-4-hydroxy-phenyl)propionyloxy)-1-(2-(3-(3,5-di-t-butyl-4-hydroxyphenyl)propionyloxy)ethyl)-2,2,6,6-tetramethylpiperidine